2-Amino-N-[4-fluoro-2-methyl-5-(1H-pyrazol-4-ylcarbamoyl)phenyl]-1,3-thiazole-5-carboxamide NC=1SC(=CN1)C(=O)NC1=C(C=C(C(=C1)C(NC=1C=NNC1)=O)F)C